ClC=1C=C(C=NC1N1N=CC=N1)NC(=O)C=1C=NN(C1CC)C1=C2C=CC=NC2=CC=C1 N-(5-Chloro-6-(2H-1,2,3-triazol-2-yl)pyridin-3-yl)-5-ethyl-1-(chinolin-5-yl)-1H-pyrazol-4-carboxamid